ClC1=CC(=C(C=C1)CCC(=O)NO)OCCCOC=1C(=NC(=NC1CC)N)N 3-{4-Chloro-2-[3-(2,4-diamino-6-ethylpyrimidin-5-yloxy)propoxy]phenyl}-N-hydroxypropanamide